N-(3-chlorophenyl)-1-(2-(methoxyimino)-7,7-dimethylbicyclo[2.2.1]hept-1-yl)methanesulfonamide (Z)-tert-butyl-(2-nitrovinyl)carbamate C(C)(C)(C)N(C(O)=O)\C=C/[N+](=O)[O-].ClC=1C=C(C=CC1)NS(=O)(=O)CC12C(CC(CC1)C2(C)C)=NOC